ClC=1C(=CC(=C(C1)NC(C1=C(C=CC=C1)C)=O)C)S(N[C@H](C)C1CCN(CC1)C)(=O)=O (R)-N-(5-chloro-2-methyl-4-(N-(1-(1-methylpiperidin-4-yl)ethyl)sulfamoyl)phenyl)-2-methylbenzamide